dicyanoammonium phosphate P(=O)([O-])([O-])[O-].C(#N)[NH2+]C#N.C(#N)[NH2+]C#N.C(#N)[NH2+]C#N